C(C)(=O)OC\C=C/C=1C=C(C=CC1)CC(C(=O)OC)F methyl (Z)-3-(3-(3-acetoxyprop-1-en-1-yl) phenyl)-2-fluoropropionate